F.[Ar] Argon fluorine hydride